ClC1=NC=C(C(=N1)NC1=C(C=CC=C1)NS(=O)(=O)CC)F N-(2-((2-chloro-5-fluoropyrimidin-4-yl)amino)phenyl)ethanesulfonamide